C(C)(C)(C)NC1=CC(=C2C(=N1)C=C(S2)C2=CC=NN2)NCCCO 3-(5-(tert-butylamino)-2-(1H-pyrazol-5-yl)thieno[3,2-b]pyridin-7-ylamino)-1-propanol